CC1=NNC=C1C=1C=C2C=CN(C(C2=CC1)=O)CC=1C=C(C(=O)NC2=C(C=CC=C2)OC(F)(F)F)C=CC1 3-((6-(3-Methyl-1H-pyrazol-4-yl)-1-oxoisoquinolin-2(1H)-yl)methyl)-N-(2-(trifluoromethoxy)phenyl)benzamide